COC(=O)C=1N(C(C2=CC(=CC=C2C1)C=1CCOCC1)=O)C(=O)OC(C)(C)C 7-(3,6-dihydro-2H-pyran-4-yl)-1-oxo-1H-isoquinoline-2,3-dicarboxylic acid 2-tert-butyl ester 3-methyl ester